(5-bromo-2-fluoro-3-nitrophenyl)((2S,6R)-2,6-dimethylmorpholinyl)methanone BrC=1C=C(C(=C(C1)C(=O)N1C[C@@H](O[C@@H](C1)C)C)F)[N+](=O)[O-]